N=1C=C(N2N=CC=CC21)C#CC=2C=C(C(=O)NC1=CC(=C(C=C1)CNCCN1NCOC(C1)=O)C(F)(F)F)C=CC2C 3-(imidazo[1,2-b]pyridazin-3-ylethynyl)-4-methyl-N-(4-(((2-(6-oxo-1,3,4-oxadiazinan-4-yl)ethyl)amino)methyl)-3-(trifluoromethyl)phenyl)benzamide